(S)-7-((5-(3-hydroxypyrrolidin-1-yl)pyridin-2-yl)amino)-4-(1-methyl-1H-pyrrolo[2,3-b]pyridin-4-yl)isoindolin-1-one O[C@@H]1CN(CC1)C=1C=CC(=NC1)NC=1C=CC(=C2CNC(C12)=O)C1=C2C(=NC=C1)N(C=C2)C